4-methylmorpholine nitrogen [N].CN1CCOCC1